ClC=1C(=C2C(=NC1C)CN(C2)C(=O)C21CC(C2)(C1)C1=NN(C=C1)C(F)F)C (3-Chloro-2,4-dimethyl-5,7-dihydro-6H-pyrrolo[3,4-b]pyridin-6-yl)(3-(1-(difluoromethyl)-1H-pyrazol-3-yl)bicyclo[1.1.1]pentan-1-yl)methanone